(R)-1-(6-((6-(3-(2-ethoxyphenoxy)piperidin-1-yl)pyrazin-2-yl)amino)pyridin-2-yl)piperidine-4-carboxylic acid C(C)OC1=C(O[C@H]2CN(CCC2)C2=CN=CC(=N2)NC2=CC=CC(=N2)N2CCC(CC2)C(=O)O)C=CC=C1